C(C1=CC=CC=C1)OC(=O)N1CC=CC1 3-pyrroline-1-carboxylic acid benzyl ester